3-(4-{1-[2-(4-amino-phenyl)-2-oxo-ethyl]-1H-benzimidazol-2-yl}-furazan-3-ylamino)-propionitrile NC1=CC=C(C=C1)C(CN1C(=NC2=C1C=CC=C2)C=2C(=NON2)NCCC#N)=O